N(=[N+]=[N-])CCOCCOCCOCCOCCOCCOC1=CC=C(C=C1)C(C)=O 1-(4-((17-azido-3,6,9,12,15-pentaoxaheptadecyl)oxy)phenyl)ethan-1-one